tert-butyl N-[(1R)-1-(3-bromophenyl)-3-hydroxypropyl]carbamate BrC=1C=C(C=CC1)[C@@H](CCO)NC(OC(C)(C)C)=O